S1C=CSC=C1 1,4-dithiine